FC(C=1C=C2C(=NC=NC2=C(C1)C(F)(F)F)N([C@@H](C)C1=NC=NN1C1=CC=C(C=N1)C#N)COC)(F)F 6-[5-[(1S)-1-[[6,8-bis(trifluoromethyl)quinazolin-4-yl]-(methoxymethyl)amino]ethyl]-1,2,4-triazol-1-yl]pyridine-3-carbonitrile